C\C(=C/CC1=C(C(=C(C=C1OC)COC(CCCCCCCCCCCCCCC)=O)C=O)O)\CC(C=C(C)C)=O [4-[(2E)-3,7-dimethyl-5-oxoocta-2,6-dienyl]-2-formyl-3-hydroxy-5-methoxyphenyl]methylhexadecanoate